CC(CCC(C)(OOC(C)(C)C)C)(C)OOC(C)(C)C dimethyl-2,5-di(tert-butylperoxy)hexane